6-bromo-3-ethyl-2-(1-(4-ethyl-1,4-diazepan-1-yl)butyl)-5-fluoroquinazolin-4(3H)-one BrC=1C(=C2C(N(C(=NC2=CC1)C(CCC)N1CCN(CCC1)CC)CC)=O)F